S-(3-(2-methoxyethoxy)-2-hydroxypropyl)-L-methionine sulfonium chloride [Cl-].[SH3+].COCCOCC(C[S+](CC[C@H](N)C(=O)O)C)O.[Cl-]